(2Z)-6-[(2,6-dichlorobenzyl)oxy]-2-[(5-methoxy-1-methyl-1H-indol-3-yl)methylene]-7-methyl-1-benzofuran-3(2H)-one ClC1=C(COC2=C(C3=C(C(/C(/O3)=C/C3=CN(C4=CC=C(C=C34)OC)C)=O)C=C2)C)C(=CC=C1)Cl